FCC=1C(=NC=CC1)OC1=CC=C(N)C=C1 4-(3-(fluoromethyl)pyridin-2-yloxy)aniline